butyl (6S,7R)-7-((S)-1-(4-fluorophenyl)-1,2,3,4-tetrahydroisoquinoline-2-carbonyl)-6-hydroxy-1,4-oxazepane-4-carboxylate FC1=CC=C(C=C1)[C@@H]1N(CCC2=CC=CC=C12)C(=O)[C@H]1[C@H](CN(CCO1)C(=O)OCCCC)O